OCCNCCCO N-(2-hydroxyethyl)-N-(3-hydroxypropyl)amine